FC1=C(C=CC(=C1)F)C=1C2=C(N=C(N1)[C@H]1C[C@H](OCC1)C=1C=NN(C1)C)N=C(C=C2)C 4-(2,4-difluorophenyl)-7-methyl-2-((2S,4R)-2-(1-methyl-1H-pyrazol-4-yl)tetrahydro-2H-pyran-4-yl)pyrido[2,3-d]pyrimidine